C(C1=CC=CC=C1)OCCCN1N=C(C=C1C(=O)OCC)C ethyl 1-[3-(benzyloxy)propyl]-3-methyl-1H-pyrazole-5-carboxylate